(S)-3-amino-2-hydroxypropionic acid NC[C@@H](C(=O)O)O